4-((5-((3S,4S)-4-amino-3-methyl-2-oxa-8-azaspiro[4.5]dec-8-yl)-6-(hydroxymethyl)pyrazin-2-yl)thio)-8-methyl-6a,7,8,9-tetrahydro-6H-pyrido[3,2-b]-pyrrolo[1,2-d][1,4]oxazin-8-ol N[C@@H]1[C@@H](OCC12CCN(CC2)C=2N=CC(=NC2CO)SC2=CC=NC1=C2OCC2N1CC(C2)(O)C)C